N1=C(C=CC=C1)CN1CNC2=NC=C(C=C21)C2=CC(=CC=C2)C(F)(F)F 1-(2-Pyridylmethyl)-6-[3-(trifluoromethyl)phenyl]-3H-imidazo[4,5-b]pyridin